N-(2-chloroethyl)-2-[[4-[5-(trifluoromethyl)-1,2,4-oxadiazol-3-yl]phenyl]methyl]-4-oxazolecarboxamide ClCCNC(=O)C=1N=C(OC1)CC1=CC=C(C=C1)C1=NOC(=N1)C(F)(F)F